C(CCC(=O)O)(=O)O.C(CCC(=O)O)(=O)O.C(CCCC(=O)O)(=O)O glutaric acid Disuccinate